N-((S)-1-((2S,4R)-4-hydroxy-2-(((S)-1-(4-(4-methylthiazol-5-yl)phenyl)ethyl)carbamoyl)pyrrolidin-1-yl)-3,3-dimethyl-1-oxobutan-2-yl)-7-azaspiro[3.5]nonane-2-carboxamide O[C@@H]1C[C@H](N(C1)C([C@H](C(C)(C)C)NC(=O)C1CC2(C1)CCNCC2)=O)C(N[C@@H](C)C2=CC=C(C=C2)C2=C(N=CS2)C)=O